C(C)(C)(C)OC(CC1(CCN(CC1)C1=C(C=C(C=C1F)NC=1C(=NC(=CC1)OCC1=CC=CC=C1)OCC1=CC=CC=C1)Cl)O)=O 2-[1-[2-chloro-4-[(2,6-dibenzyloxy-3-pyridyl)amino]-6-fluoro-phenyl]-4-hydroxy-4-piperidyl]acetic acid tert-butyl ester